2-(2,4-Difluorophenyl)-N-[(3S)-9-fluoro-2-oxo-5-phenyl-1,3-dihydro-1,4-benzodiazepin-3-yl]pyrazolo[1,5-a]pyrimidine-3-carboxamide FC1=C(C=CC(=C1)F)C1=NN2C(N=CC=C2)=C1C(=O)N[C@@H]1C(NC2=C(C(=N1)C1=CC=CC=C1)C=CC=C2F)=O